C(CC(=O)NCC(=O)[O-])[C@@H](C(=O)[O-])[NH3+] The molecule is a peptide anion that is the conjugate base of gamma-Glu-Gly, obtained by removal of protons from the two carboxy groups as well as protonation of the amino group; major species at pH 7.3. It is a conjugate base of a gamma-Glu-Gly.